CC=1N=C(SC1C(=O)O)C1CCOCC1 4-methyl-2-(tetrahydro-2H-pyran-4-yl)thiazole-5-carboxylic acid